[Cl-].C[N+](CCCNC(C=C)=O)(C)C Trimethyl-3-[(1-oxoallyl)amino]propylammonium chloride